1-N,N-Dimethyl-1,2-ethanediamine CN(CCN)C